(1s,3s)-3-((3-meth-yl-6-(thiazol-5-yl)-isoquinolin-4-yl)-oxy)cyclobutan-1-ol CC=1N=CC2=CC=C(C=C2C1OC1CC(C1)O)C1=CN=CS1